(S)-2-(((benzyloxy)carbonyl)amino)-5-ureidopentanoic acid C(C1=CC=CC=C1)OC(=O)N[C@H](C(=O)O)CCCNC(=O)N